N=C1SCCN1CC(O)C1=CC=CC=C1 2-(2-iminothiazolidine-3-yl)-1-phenyl-ethanol